1-(2,2-difluoroethyl)pyrazol-4-amine FC(CN1N=CC(=C1)N)F